N-(4-chloro-2-(pyridin-3-yl)thiazol-5-yl)-N-ethyl-3-(methylsulfonyl)propanamide ClC=1N=C(SC1N(C(CCS(=O)(=O)C)=O)CC)C=1C=NC=CC1